3-(6-fluoro-3-pyridinyl)-6-methoxy-1-tetrahydropyran-2-yl-indazole FC1=CC=C(C=N1)C1=NN(C2=CC(=CC=C12)OC)C1OCCCC1